FC(C=1C=CC=C2C(=CC=NC12)N[C@@H]1CN(CC1)CC(=O)N1[C@@H](CCC1)C#N)(F)F (2S)-1-[2-[(3S)-3-[[8-(trifluoromethyl)-4-quinolyl]amino]pyrrolidin-1-yl]acetyl]pyrrolidine-2-carbonitrile